ClC=1C=C(C=CC1F)[C@@H](NC(=O)N1CC(NCC1)=O)C1=NC(=C(C=C1)Cl)C(F)(F)F |o1:8| N-((R or S)-(3-chloro-4-fluorophenyl)(5-chloro-6-(trifluoromethyl)pyridin-2-yl)methyl)-3-oxopiperazine-1-carboxamide